tetraethoxypentaerythritol C(C)OC(C(C(O)OCC)(C(O)OCC)C(O)OCC)O